methyl 3-[(3-ethoxy-3-oxo-propanoyl)amino]pyrazine-2-carboxylate C(C)OC(CC(=O)NC=1C(=NC=CN1)C(=O)OC)=O